I\C=C/I (Z)-1,2-diiodoethylene